C(C)(C)(C)OC(=O)N1C[C@@H]2N(CC[C@@H]2C1C)CC1=CC=CC=C1 |r| Rac-(3aR,6aR)-1-benzyl-4-methyl-hexahydropyrrolo[3,4-b]pyrrole-5(1H)-carboxylic acid tert-butyl ester